(1S)-1-isopropyl-1,2,3,4-tetrahydroisoquinoline C(C)(C)[C@@H]1NCCC2=CC=CC=C12